3-chloro-5-{2-[(3S,4S)-3-{[4-(1-methanesulfonylcyclopropyl)phenoxy]methyl}-4-methylpyrrolidin-1-yl]ethyl}benzonitrile ClC=1C=C(C#N)C=C(C1)CCN1C[C@H]([C@@H](C1)C)COC1=CC=C(C=C1)C1(CC1)S(=O)(=O)C